2-(2'-methacryloxy-5'-methylphenyl)benzotriazole C(C(=C)C)(=O)OC1=C(C=C(C=C1)C)N1N=C2C(=N1)C=CC=C2